CC1(OC2=C(C1)C=C(C(=C2S(=O)(=O)N)C)C)C 2,2,5,6-tetramethyl-2,3-dihydro-1-benzofuran-7-sulfonamide